ClC1=NC=CC(=C1C(F)(F)F)CC(=O)OC(C)(C)C tert-butyl 2-[2-chloro-3-(trifluoromethyl)pyridin-4-yl]acetate